N1C=CC2=CC(=CC=C12)\C=C\1/OC2=C(C1=O)C=CC(=C2)O (Z)-2-(1H-indol-5-ylmethylene)-6-hydroxybenzofuran-3(2H)-one